CS(=O)(=O)C1=NC=C(C(=N1)C=1C=NC=C(C1)S(=O)(=O)C)C(F)(F)F 2-(methylsulfonyl)-4-(5-(methylsulfonyl)pyridin-3-yl)(trifluoromethyl)pyrimidine